4,5-dihydro-oxazole-4-carboxylic acid ethyl ester C(C)OC(=O)C1N=COC1